N(=[N+]=[N-])[C@@H]1C[C@@H]([C@H](OC1O)[C@H](C)N(C(OCC1=CC=CC=C1)=O)CC1=CC=CC=C1)OCC1=CC=CC=C1 benzyl N-[(1S)-1-[(2R,3S,5R)-5-azido-3-benzyloxy-6-hydroxy-tetrahydropyran-2-yl]ethyl]-N-benzyl-carbamate